C(C)OC(=O)C1=C(N=C2N(C1=O)CCCC2)O 2-hydroxy-4-oxo-6,7,8,9-tetrahydro-4H-pyrido[1,2-a]pyrimidine-3-carboxylic acid ethyl ester